C(CCC)C1=NC=2C(=C3C(=NC2)C=C(S3)C)N1CC1CCNCC1 4-((2-butyl-7-methyl-1H-imidazo[4,5-d]thieno[3,2-b]pyridin-1-yl)methyl)piperidine